C(C1=CC=CC=C1)OC=1C2=C(C=3N(C1C(=O)O)N=CN3)N(N=C2)C2=CC=C(C=C2)Cl 4-(benzyloxy)-1-(4-chlorophenyl)-1H-pyrazolo[3,4-c][1,2,4]triazolo[1,5-a]pyridine-5-carboxylic acid